BrC=1C=CC=2N(C3=CC=C(C=C3C2C1)Br)C1=C(C(=C(C(=C1[2H])[2H])[2H])[2H])[2H] 3,6-dibromo-9-(phenyl-2,3,4,5,6-d5)-9H-carbazole